5-((1S,5R)-1-(5-((2,2,6,6-tetramethylpiperidin-4-yl)methyl)-1,3,4-oxadiazol-2-yl)-5-(trifluoromethyl)-3-azabicyclo[3.1.0]hexan-3-yl)quinoline-8-carbonitrile CC1(NC(CC(C1)CC1=NN=C(O1)[C@@]12CN(C[C@]2(C1)C(F)(F)F)C1=C2C=CC=NC2=C(C=C1)C#N)(C)C)C